C(CCCCCCCCCCCCCCC)(=O)C(CCNCCC)(O)C(CCCCCCCCCCCCCCC)=O dipalmitoylpropyl-hydroxypropylamine